C1(=CC=CC=C1)CS(=O)(=O)OC1=C(OC(C1=O)([2H])C1=CC=C(C=C1)F)N 2-amino-5-(4-fluorophenyl)-4-oxo-4,5-dihydrofuran-3-yl-5-d phenylmethanesulfonate